2-phenyl-1-(thiazol-2-yl)ethanamine TFA salt OC(=O)C(F)(F)F.C1(=CC=CC=C1)CC(N)C=1SC=CN1